BrC(F)(F)Br Dibromo(difluoro)methane